C(CCC)C1(CS(C2=C(N(C1)C1=CC=C(C=C1)NC(C(C)C)=O)C=C(C(=C2)O/C=C/C(=O)O)SC)(=O)=O)CCCC (E)-3-((3,3-dibutyl-5-(4-isobutyrylaminophenyl)-7-(methylthio)-1,1-dioxido-2,3,4,5-tetrahydro-1,5-benzothiazepin-8-yl)oxy)acrylic acid